FC1=C(C=CC=C1)[C@@H]1N(CCCC1)C=1C(=NC=CC1)C(=O)N[C@H](C)\C=C\S(=O)(=O)C ((R)-2-(2-fluorophenyl)piperidin-1-yl)-N-((R,E)-4-(methylsulfonyl)but-3-en-2-yl)picolinamide